C(C)OC(=O)C=1C=2CCC2C(=CC1)Cl 5-chlorobicyclo[4.2.0]octan-1(6),2,4-triene-2-carboxylic acid ethyl ester